[N-](C#N)C#N.CC(N1C(=O)N(C)C=2N=CNC2C1=O)CCCC methyl-butyl-theophylline dicyanamide salt